C1C(CC2=CC=CC=C12)C=1OC2=C(C=C(C=C2C(C1)=O)C)C(C)NC1=C(C(=O)OC(C)(C)C)C=CC=C1 tert-Butyl 2-[1-(2-indan-2-yl-6-methyl-4-oxo-chromen-8-yl)ethylamino]benzoate